(E)-N-(3-(6-(ethylsulfanyl)pyridazin-3-yl)phenyl)-3-(furan-2-yl)acrylamide C(C)SC1=CC=C(N=N1)C=1C=C(C=CC1)NC(\C=C\C=1OC=CC1)=O